C(C)N(CC(=O)O)C1=C(C(=CC=C1)C(NC1=C(C=C(C=C1OC(F)F)C(C(F)(F)F)(C(F)(F)F)F)Br)=O)F ethyl-(3-((2-bromo-4-(perfluoroisopropyl)-6-(difluoromethoxy)phenyl)carbamoyl)-2-fluorophenyl)glycine